6-(2-amino-5-(3-((dimethylamino)methyl)-4-morpholinophenyl)-6-fluoropyridin-3-yl)-4-fluoro-3-methylisoquinolin-1(2H)-one NC1=NC(=C(C=C1C=1C=C2C(=C(NC(C2=CC1)=O)C)F)C1=CC(=C(C=C1)N1CCOCC1)CN(C)C)F